CC(C(=O)OC[C@]1(OC(C2OC(O[C@@H]21)(C)C)N2C(NC(C=C2)=O)=O)F)C [(3aS,4S)-6-(2,4-dioxopyrimidin-1-yl)-4-fluoro-2,2-dimethyl-6,6a-dihydro-3aH-furo[3,4-d][1,3]dioxol-4-yl]methyl 2-methylpropanoate